N'-(3-bromo-7-chloro-1,6-naphthyridin-2-yl)-N,N-dimethylethanimidamide BrC=1C(=NC2=CC(=NC=C2C1)Cl)N=C(C)N(C)C